6-(3-fluoro-5-isobutoxyphenyl)-2-[(4R)-2,2,4-trimethylpyrrolidin-1-yl]pyridin-3-carboxamid FC=1C=C(C=C(C1)OCC(C)C)C1=CC=C(C(=N1)N1C(C[C@H](C1)C)(C)C)C(=O)N